ClC=1C(=NC(=NC1)N1CC2CCC(C1)C2(F)F)NC2=CC1=C(N(C(N1CCC(C)(C)O)=O)C)C=C2 5-((5-chloro-2-(8,8-difluoro-3-azabicyclo[3.2.1]octan-3-yl)pyrimidin-4-yl)amino)-3-(3-hydroxy-3-methylbutyl)-1-methyl-1,3-dihydro-2H-benzo[d]imidazol-2-one